CN(\C(=N/C)\C1=NN(C2=CC(=CC=C12)\C=N\NC(=S)NC1=C(C=CC=C1)C(C)C)C)C1=CC=C(C=C1)OC(F)(F)F 1-[(E)-[3-[(Z)-N,N'-dimethyl-N-[4-(trifluoromethoxy)phenyl]carbamimidoyl]-1-methyl-indazol-6-yl]methyleneamino]-3-(2-isopropylphenyl)thiourea